C1(=CC=CC=C1)[C@@H](CC(=O)OCC)CC ethyl (R)-3-phenylpentanoate